5-((6-((3R,5S)-3,5-Dimethylpiperidin-1-yl)imidazo[1,2-b]pyridazin-3-yl)ethynyl)-N-(4-((4-methylpiperazin-1-yl)methyl)-3-(trifluoromethyl)phenyl)nicotinamide C[C@H]1CN(C[C@H](C1)C)C=1C=CC=2N(N1)C(=CN2)C#CC=2C=NC=C(C(=O)NC1=CC(=C(C=C1)CN1CCN(CC1)C)C(F)(F)F)C2